tert-butyl 6'-chloro-4'-oxo-3',4'-dihydrospiro[azetidine-3,2'-[1]benzopyran]-1-carboxylate ClC=1C=CC2=C(C(CC3(O2)CN(C3)C(=O)OC(C)(C)C)=O)C1